1,1,2,2-tetrafluoroethyl ether FC(C(F)F)(F)OC(C(F)F)(F)F